BrC1=C(CCC2=NC=3N(C(N(C(C3N2C(C)CC)=O)CC#C)=O)CCCCP(OCC)(OCC)=O)C=CC=C1 Diethyl (4-(8-(2-bromophenethyl)-7-(sec-butyl)-2,6-dioxo-1-(prop-2-yn-1-yl)-1,2,6,7-tetrahydro-3H-purin-3-yl)butyl)phosphonate